tert-butyl N-{4-[6-(hydroxymethyl)-4-methylpyridin-3-yl]-[1,2,4]triazolo[1,5-a]1,6-naphthyridin-8-yl}carbamat OCC1=CC(=C(C=N1)C=1C=2N(C3=CC(=NC=C3C1)NC(OC(C)(C)C)=O)N=CN2)C